COC1C2C3CCCC3C(C1)C2 5-methoxy-octahydro-4,7-methano-1H-indene